3-[(Z)-hex-3-enoxy]propanenitrile C(C\C=C/CC)OCCC#N